OCC(C(=O)O)C[C@@H](C)[C@H]1CC[C@H]2[C@@H]3CC[C@@H]4CCCC[C@]4(C)[C@H]3CC[C@]12C hydroxymethyl-5β-cholan-24-oic acid